[Co].[Cr] chromium-cobalt